2-(4-chlorophenyl)-5-isothiocyanato-benzotriazole ClC1=CC=C(C=C1)N1N=C2C(=N1)C=CC(=C2)N=C=S